N-(benzenesulfonyl)-6-[3-(3,3-dicyclopropylpropyloxy)pyrazol-1-yl]-2-[(4S)-2,2,4-trimethylpyrrolidin-1-yl]pyridine-3-carboxamide C1(=CC=CC=C1)S(=O)(=O)NC(=O)C=1C(=NC(=CC1)N1N=C(C=C1)OCCC(C1CC1)C1CC1)N1C(C[C@@H](C1)C)(C)C